C(C)(=O)C=1C=C(OC=2C=CC(=C(C2)C2=NNC=C2NC(=O)C=2C=NN3C2N=CC=C3)OC(F)F)C=CC1C N-[3-[5-(3-acetyl-4-methyl-phenoxy)-2-(difluoromethoxy)phenyl]-1H-pyrazol-4-yl]pyrazolo[1,5-a]pyrimidine-3-carboxamide